6-(4-(2-(dimethylamino)ethyl)piperidin-1-yl)-2-((2-fluoro-4-(methylsulfonyl)phenyl)thio)-5-methoxy-N-(5-methyl-1H-pyrazol-3-yl)pyrimidin-4-amine CN(CCC1CCN(CC1)C1=C(C(=NC(=N1)SC1=C(C=C(C=C1)S(=O)(=O)C)F)NC1=NNC(=C1)C)OC)C